ClC1=C(C(=NC2=CN=C(C=C12)CC)O)C#N 4-chloro-6-ethyl-2-hydroxy-1,7-naphthyridine-3-carbonitrile